1,4-anhydroarabinitol C1[C@@H](O)[C@H](O)[C@H](O1)CO